N-(3-bromo-2-chlorophenyl)-7-((1-hydroxycyclopropyl)methyl)-5,6,7,8-tetrahydro-2,7-naphthyridine-3-carboxamide BrC=1C(=C(C=CC1)NC(=O)C=1N=CC=2CN(CCC2C1)CC1(CC1)O)Cl